N-(1,1-dimethyl-3-oxobutyl)methacrylamid CC(CC(C)=O)(C)NC(C(=C)C)=O